C(C)C1=CC=C(C=C1)N(S(=O)(=O)C=1C=2CCC(C2C(=CC1)OCC1CCN(CC1)C)O)CC(C)C N-(4-ethylphenyl)-1-hydroxy-N-isobutyl-7-((1-methylpiperidin-4-yl)methoxy)-2,3-dihydro-1H-indene-4-sulfonamide